butyl 3-(prop-2-enoyl)-1-oxa-3,7-diazaspiro[4.4]nonane-7-carboxylate C(C=C)(=O)N1COC2(C1)CN(CC2)C(=O)OCCCC